CNCC(=O)N[C@@H](CC(N)=O)C(=O)N1[C@@H](CCC1)C(=O)N[C@@H](C(C)C)C(=O)N=[S@](=O)(C)CC1=CC(=NC=C1)NC1=NC=C(C(=C1)C1=C(C=C(C=C1)F)OC)F N-methylglycyl-L-asparaginyl-L-prolyl-N-[(S)-[(2-{[5-fluoro-4-(4-fluoro-2-methoxyphenyl)pyridine-2-yl]amino}pyridin-4-yl)methyl](methyl)oxo-lambda6-sulfanylidene]-L-valinamide